C(C1CO1)OC1=CC=C(C=C1)CC1=CC=C(C=C1)OCC1CO1 bis[4-(2,3-epoxypropoxy)phenyl]methane